N[C@H](C(=O)N[C@H](C(=O)NC1=CC=C(COC(=O)NC2=NC=3C=C(C=CC3C3=C2N=C(N3CC3=CC=C(C=C3)CN(C)C)CCCC)C(=O)O)C=C1)C)C(C)C 4-((((4-((S)-2-((S)-2-amino-3-methylbutanamido)propanamido)benzyl)oxy)carbonyl)amino)-2-butyl-1-(4-((dimethylamino)methyl)benzyl)-1H-imidazo[4,5-c]quinoline-7-carboxylic acid